N-(3-phenylpropanoyl)propanamide C1(=CC=CC=C1)CCC(=O)NC(CC)=O